ClC=1C=NC=CC1[C@H](C)C1=NN(C=C1)CC(F)(F)F (S)-3-Chloro-4-(1-(1-(2,2,2-trifluoroethyl)-1H-pyrazol-3-yl)ethyl)pyridine